The molecule is a hydroxyaurone that is aurone substituted by hydroxy groups at positions 2, 4, 6, 3' and 4' respectively. It has been isolated from Alphitonia excelsa. It has a role as a plant metabolite. It derives from an aurone. C1=CC(=C(C=C1CC2(C(=O)C3=C(C=C(C=C3O2)O)O)O)O)O